D-tyrosine methyl ester-hydrochloride Cl.COC([C@H](N)CC1=CC=C(C=C1)O)=O